3-bis(diisopropylamino)phosphanyloxypropanenitrile C(C)(C)N(C(C)C)P(OCCC#N)N(C(C)C)C(C)C